FC1=CC=C2C(=CNC2=C1)C(=O)C=1SC=C(N1)C(C)(CC)O (6-Fluoro-1H-indol-3-yl)(4-(2-hydroxybutan-2-yl)thiazol-2-yl)methanone